C(#N)[C@@H](CC1=NC(=NC=C1)C=1C=CC2=C(N(C(O2)=O)C)C1)NC(=O)[C@H]1OCCCNC1 (S)-N-((R)-1-cyano-2-(2-(3-Methyl-2-oxo-2,3-dihydrobenzo[d]oxazol-5-yl)pyrimidinyl)ethyl)-1,4-oxazepane-2-Carboxamide